tert-butyl 4-(4-((6-(thiazol-2-yl)imidazo[1,2-a]pyrazin-8-yl)amino)phenyl)piperidine-1-carboxylate S1C(=NC=C1)C=1N=C(C=2N(C1)C=CN2)NC2=CC=C(C=C2)C2CCN(CC2)C(=O)OC(C)(C)C